O,O-Diethyl O-2-pyrazinyl phosphorothioate CCOP(=O)(OCC)OC1=NC=CN=C1